Cl.C1(=CC=CC=C1)C1CN(CCN1)CCCC(=O)OC methyl 4-(3-phenylpiperazin-1-yl)butanoate hydrochloride